[Ni].N1=NN=CC=C1 triazine nickel